CN(C1=CC=C(N=N1)C1=C(C=C(C=C1)N1N=CC=C1)O)C1CC(NC(C1)(C)C)(C)C 2-(6-(methyl(2,2,6,6-tetramethylpiperidin-4-yl)amino)pyridazin-3-yl)-5-(1H-pyrazol-1-yl)phenol